ethyl 5-(N-(4-chloro-2-((2-chloro-N-((4-bromothiophen-2-yl) methyl) benzamido) methyl) phenyl)-N-ethylsulfamoyl)-3-methylbenzofuran-2-carboxylate ClC1=CC(=C(C=C1)N(S(=O)(=O)C=1C=CC2=C(C(=C(O2)C(=O)OCC)C)C1)CC)CN(C(C1=C(C=CC=C1)Cl)=O)CC=1SC=C(C1)Br